COC1=C(C=C2C(=NC=NC2=C1)C=1C(=NN(C1)C)C1=CC=CC=C1)NC(=O)[C@@]12COC[C@]2(C1)C (1S,5S)-N-(7-methoxy-4-(1-methyl-3-phenyl-1H-pyrazol-4-yl)quinazolin-6-yl)-5-methyl-3-oxabicyclo[3.1.0]hexane-1-carboxamide